tert-butyl (1S)-9-{[(4-chloro-2-cyanophenyl)methyl]oxy}-1-methyl-1,2,3,4-tetrahydrobenzo[4,5]imidazo[3,2-a]pyrazine-2-carboxylate ClC1=CC(=C(C=C1)COC1=CC=CC2=C1N=C1N2CCN([C@H]1C)C(=O)OC(C)(C)C)C#N